dithienylethenyl phosphate P(=O)(OC=C(C=1SC=CC1)C=1SC=CC1)([O-])[O-]